OCCCCNC1=C(C(=O)NC2=CC=C(C=C2)OC)C=CC=C1 2-(4-Hydroxy-butylamino)-N-(4-methoxy-phenyl)-benzamide